C1(=CC=CC=C1)OC(=O)N1C[C@@H](CC=C1)C1=CC=C(C=C1)F.FC1=CC(=C(N)C=C1)OC(F)(F)F 4-fluoro-2-(trifluoromethoxy)aniline Phenyl-(S)-3-(4-fluorophenyl)-3,4-dihydropyridine-1(2H)-carboxylate